furyl-butadiene O1C(=CC=C1)C=CC=C